O=C1NC(CCCC1N1C(N(C2=C1C=CC=C2CCCCCCCC(=O)OC(C)(C)C)C)=O)=O tert-Butyl 8-[1-(2,7-dioxoazepan-3-yl)-3-methyl-2-oxobenzimidazol-4-yl]octanoate